ethyl 2-(3-bromo-2-((tert-butyldimethylsilyl)oxy)-5-chlorophenyl)acetate BrC=1C(=C(C=C(C1)Cl)CC(=O)OCC)O[Si](C)(C)C(C)(C)C